7-(8-((1s,3S)-3-methoxycyclobutyl)-3,8-diazabicyclo[3.2.1]oct-3-yl)-2-(1-methyl-1H-pyrazol-4-yl)-3H-imidazo[4,5-b]pyridine COC1CC(C1)N1C2CN(CC1CC2)C2=C1C(=NC=C2)NC(=N1)C=1C=NN(C1)C